ClC1=CC=2N(N=C1CC1(C(NC[C@@H](C1)C(F)(F)F)=O)C(=O)OC)C=C(N2)[C@@H](NC(=O)C2=CC=NN2CC)C2CCC(CC2)(F)F methyl (5R)-3-((7-chloro-2-((S)-(4,4-difluorocyclohexyl)(1-ethyl-1H-pyrazole-5-carboxamido)methyl)imidazo[1,2-b]pyridazin-6-yl)methyl)-2-oxo-5-(trifluoromethyl)piperidine-3-carboxylate